Ethyl-{[5-(4-chlorophenyl)-1-(2,4-dinitrophenyl)-1H-pyrazol-3-yl]oxy}acetat C(C)OC(COC1=NN(C(=C1)C1=CC=C(C=C1)Cl)C1=C(C=C(C=C1)[N+](=O)[O-])[N+](=O)[O-])=O